3-((3-morpholinobenzyl)amino)propanamide O1CCN(CC1)C=1C=C(CNCCC(=O)N)C=CC1